phenylsulfonyl-azolone C1(=CC=CC=C1)S(=O)(=O)C=1C(N=CC1)=O